2-(2,5-difluoro-4-methyl-phenyl)-1-[4-[4-(dimethoxymethyl)-1-piperidyl]phenyl]-4,4-difluoro-tetralin-6-ol FC1=C(C=C(C(=C1)C)F)C1C(C2=CC=C(C=C2C(C1)(F)F)O)C1=CC=C(C=C1)N1CCC(CC1)C(OC)OC